[4-amino-2-(4,4-difluoropiperidin-1-yl)phenyl]-(1,1-dioxo-1,4-thiazinan-4-yl)methanone NC1=CC(=C(C=C1)C(=O)N1CCS(CC1)(=O)=O)N1CCC(CC1)(F)F